OC=1C=CC(=C(C1)C=1C=NC=C(C#N)C1)OC 5-(5-hydroxy-2-methoxyphenyl)nicotinonitrile